Cl.Cl.N1C=NC(=C1)C=1CCN(CC1)C 4-(1H-imidazol-4-yl)-1-methyl-1,2,3,6-tetrahydropyridine dihydrochloride